(E)-2-hydroxy-4-methoxy-6-(4-phenylbuten-1-yl)benzoic acid methyl ester COC(C1=C(C=C(C=C1\C=C\CCC1=CC=CC=C1)OC)O)=O